4-morpholino-2-(1H-1,2,4-triazol-1-yl)pyrimidine-5-carboxylic acid O1CCN(CC1)C1=NC(=NC=C1C(=O)O)N1N=CN=C1